CC=1C=C2C(C=C(OC2=CC1)N1CCC2(CN(C(O2)=O)C)CC1)=O 6-methyl-2-(3-methyl-2-oxo-1-oxa-3,8-diazaspiro[4.5]decan-8-yl)-4-oxo-4H-chromen